CN1CCC(CC1)CCC1=C(C(=O)N)C=CC=C1 (2-(1-methylpiperidin-4-yl)ethyl)benzamide